C(C)(C)(CC)P(CC)CC tertiary-amyldiethylphosphine